[1,3,5]oxadiazocin-4(3H)-one O1CNC(N=CC=C1)=O